ClC=1C=CC(=NC1)N1N=C(C(=C1)C1=CN=C(N1C)C(=O)N)C(F)(F)F 5-[1-(5-chloro-2-pyridyl)-3-(trifluoromethyl)pyrazol-4-yl]-1-methyl-imidazole-2-carboxamide